NC1=C(C(=O)N2[C@@H](CC(=CC2)C2=CC=C(C=C2)S(=O)(=O)NC)CO[Si](C)(C)C(C)(C)C)C=C(C(=C1)O[Si](C(C)C)(C(C)C)C(C)C)OC (S)-4-(1-(2-Amino-5-methoxy-4-((triisopropylsilyl)oxy)benzoyl)-2-(((tert-butyldimethylsilyl)oxy)methyl)-1,2,3,6-tetrahydropyridin-4-yl)-N-methylbenzenesulfonamide